(S)-N-(1-(3-(2-(trifluoromethyl)pyridin-4-yl)isoxazol-5-yl)ethyl)-3,4-dihydroquinoline-1(2H)-carboxamide FC(C1=NC=CC(=C1)C1=NOC(=C1)[C@H](C)NC(=O)N1CCCC2=CC=CC=C12)(F)F